NC1CC(C1)NC(=O)C1CC(C1)NC(=O)C1=C(C=C(C=C1)NC(=O)C=1N(C(=CN1)C1=C(C(=C(C=C1)OC)F)F)C)Cl N-[4-[[3-[(3-aminocyclobutyl)carbamoyl]cyclobutyl]carbamoyl]-3-chloro-phenyl]-5-(2,3-difluoro-4-methoxy-phenyl)-1-methyl-imidazole-2-carboxamide